BrC=1C=C2C(NC(=NC2=C2C1CCCC2)C)=O 6-bromo-2-methyl-7,8,9,10-tetrahydrobenzo[h]quinazolin-4(3H)-one